C1=C(C=CC=2OC3=C(C21)C=CC=C3)NC3=CC=C(C=C3)N(C3=CC=CC=C3)C3=CC=CC=C3 N1-(dibenzo[b,d]furan-2-yl)-N4,N4-diphenyl-benzene-1,4-diamine